[Eu].N[C@]1(CN(CCC1)C=1N=NC(=CC1CN1C2=NC=NC(=C2N=C1)N)C1=C(C=C(C(=C1)F)OC)F)C(C(F)F)O 1-((R)-3-amino-1-(4-((6-amino-9H-purin-9-yl)methyl)-6-(2,5-difluoro-4-methoxyphenyl)pyridazin-3-yl)piperidin-3-yl)-2,2-difluoroethan-1-ol europium